1,2,3,5,6,8,10,13a-octahydrocyclopenta[b][1,3]oxazolo[3,2-a]pyrido[1,2-d]pyrazine C1CCC23N(CC=4N(C21)C=CCC4)CCO3